1-[6-(hydroxymethyl)-2-methyl-2H-indazol-3-yl]-3-[(4-methoxyphenyl)methyl]-1,3-diazinane-2,4-dione OCC=1C=CC2=C(N(N=C2C1)C)N1C(N(C(CC1)=O)CC1=CC=C(C=C1)OC)=O